2-(3-bromophenyl)-1,4-diphenyl-butane-1,4-dione BrC=1C=C(C=CC1)C(C(=O)C1=CC=CC=C1)CC(=O)C1=CC=CC=C1